C(C1=CC=CC=C1)OC=1C=2C3=NN=C(C=4C(=CC(=C(N5CCC[C@H]5CC=CCC2C=CC1)N4)C(F)(F)F)[N+](=O)[O-])O3 (16S)-7-(benzyloxy)-24-nitro-22-(trifluoromethyl)-26-oxa-3,4,20,25-tetraazapentacyclo[19.3.1.12,5.06,11.016,20]hexacosa-1(25),2,4,6(11),7,9,13,21,23-nonaene